C(C)(=O)O[C@@]1([C@H](O[C@H]([C@@H]1OC(C)=O)N1N=CC=2C1=NC(=NC2Cl)Cl)COC(C(=O)OCC)(CC2=CC=CC=C2)C=2N=CSC2)C#C (2R,3R,4R,5R)-5-(4,6-dichloro-1H-pyrazolo[3,4-d]pyrimidin-1-yl)-2-(((1-ethoxy-1-oxo-3-phenyl-2-(thiazol-4-yl)propan-2-yl)oxy)methyl)-3-ethynyltetrahydrofuran-3,4-diyl diacetate